N-phenyl-4'-(8-phenylnaphthalen-2-yl)-[1,1'-biphenyl]-4-amine C1(=CC=CC=C1)NC1=CC=C(C=C1)C1=CC=C(C=C1)C1=CC2=C(C=CC=C2C=C1)C1=CC=CC=C1